O1N=C(C=N1)C(=O)O furazanic acid